C[Hf](C1=C(C=CC=2C3=CC=C(C=C3CC12)C(C)(C)C)C(C)(C)C)(C1C=CC=C1)(=C(C1=CC=CC=C1)C1CCCCC1)C dimethyl-(cyclohexyl)(phenyl)methylene(cyclopentadienyl)(2,7-di-tert-butylfluorenyl)hafnium